1-((3aR,5s,6aS)-5-((5-(imidazo[1,2-a]pyrimidin-6-yl)-7H-pyrrolo[2,3-d]pyrimidin-2-yl)amino)hexahydrocyclopenta[c]pyrrol-2(1H)-yl)ethan-1-one N=1C=CN2C1N=CC(=C2)C2=CNC=1N=C(N=CC12)NC1C[C@@H]2[C@@H](CN(C2)C(C)=O)C1